C(C1=CC=CC=C1)OC1=CC(=C(C=C1OC)NC(=O)C=1OC2=CC=CC=C2C(C1)=O)C=1N=NN(N1)C1=CC=C(C=C1)CCN1CC=2N(CC1)C=NC2 N-(4-(Benzyloxy)-2-(2-(4-(2-(5,6-dihydroimidazo[1,5-a]pyrazin-7(8H)-yl)ethyl)phenyl)-2H-tetrazol-5-yl)-5-methoxyphenyl)-4-oxo-4H-chromene-2-carboxamide